[5-bromo-1H-pyrrolo[3,2-b]pyridin-3-yl]carbamate BrC1=CC=C2C(=N1)C(=CN2)NC([O-])=O